1-(8-amino-1-benzyl-1,2,3,4-tetrahydroquinolin-6-yl)pentan-1-one NC=1C=C(C=C2CCCN(C12)CC1=CC=CC=C1)C(CCCC)=O